(R)-4-fluoro-1-(1-(2-fluorophenyl)ethyl)-1H-imidazole-5-carboxylic acid ethyl ester C(C)OC(=O)C1=C(N=CN1[C@H](C)C1=C(C=CC=C1)F)F